1-((2-(3-bromo-2-methylphenyl)-7-cyanobenzo[d]oxazol-5-yl)methyl)piperidine-4-carboxylic acid tert-butyl ester C(C)(C)(C)OC(=O)C1CCN(CC1)CC=1C=C(C2=C(N=C(O2)C2=C(C(=CC=C2)Br)C)C1)C#N